chloroethyl acrylate C(C=C)(=O)OCCCl